tert-butyl 4-(2-(2,6-dioxopiperidin-3-yl)-1-oxoisoindolin-5-yl)-1,4-diazepane-1-carboxylate O=C1NC(CCC1N1C(C2=CC=C(C=C2C1)N1CCN(CCC1)C(=O)OC(C)(C)C)=O)=O